(3R,4R)-1-(1-((5-(Difluoromethyl)-1,3,4-thiadiazol-2-yl)methyl)-5,6-difluoro-1H-benzo[d]imidazol-2-yl)-4-fluoropiperidin-3-amin FC(C1=NN=C(S1)CN1C(=NC2=C1C=C(C(=C2)F)F)N2C[C@H]([C@@H](CC2)F)N)F